C(C1=CC=CC=C1)OC=1C=C(C=CC1OCC1=CC=CC=C1)C(C(=O)OC(C)(C)C)C=O tert-butyl (3,4-bis(benzyloxy) phenyl)-3-oxopropanoate